NC=1C(=NC(=CN1)C=1C=C2CCN(CC2=C(C1)C)C)OC=1C=NN(C1)CC(C#N)(C)C 3-(4-(3-amino-6-(2,8-dimethyl-1,2,3,4-tetrahydroisoquinolin-6-yl)pyrazin-2-yloxy)-1H-pyrazol-1-yl)-2,2-dimethylpropanenitrile